ClC=1C(=C(C=CC1)NC1=C(NC2=C1C(NCC2)=O)C2=C(C=NC=C2)C#C[C@@H]2N(CC(C2)(C)C)C(C=C)=O)OC 3-[(3-chloro-2-methoxyphenyl)amino]-2-(3-{2-[(2R)-4,4-dimethyl-1-(prop-2-enoyl)pyrrolidin-2-yl]ethynyl}pyridin-4-yl)-1H,5H,6H,7H-pyrrolo[3,2-c]pyridin-4-one